(E)-1-[4-[3-[Di(propan-2-yl)amino]prop-1-ynyl]phenyl]-3-[4-(oxan-2-yloxy)phenyl]prop-2-en-1-one CC(C)N(CC#CC1=CC=C(C=C1)C(\C=C\C1=CC=C(C=C1)OC1OCCCC1)=O)C(C)C